BrC1=CC(=C(C=C1)C(CO[Si](C)(C)C(C)(C)C)N1C(C2=CC=CC=C2C1=O)=O)C 2-[1-(4-Bromo-2-methyl-phenyl)-2-[tert-butyl(dimethyl)silyl]oxy-ethyl]isoindoline-1,3-dione